methyl [3-({[3-(6-amino-2-butoxy-8-oxo-7,8-dihydro-9H-purin-9-yl)propyl] [3-(4-morpholinyl)propyl]amino}methyl)phenyl]acetate NC1=C2NC(N(C2=NC(=N1)OCCCC)CCCN(CCCN1CCOCC1)CC=1C=C(C=CC1)CC(=O)OC)=O